C(C=C)(=O)OC1=CC=CC=CC12C=CC=CC=C2 spiro[6.6]tridecahexaenyl acrylate